NC(CCN1CC2N(O[C@@H](C(N2[C@H](C1=O)CCCC)=O)CO)C(=O)O[C@@H](C)CC)=O (3R,6S)-(S)-sec-butyl 8-(3-amino-3-oxopropyl)-6-butyl-3-(hydroxymethyl)-4,7-dioxohexahydropyrazino[2,1-c][1,2,4]oxadiazine-1(6H)-carboxylate